ClC=1C=C(C=CC1)NC(CSC1=NC2=CC=CC=C2C=C1C#N)=O N-(3-chlorophenyl)-2-((3-cyanoquinolin-2-yl)thio)acetamide